P(=O)([O-])([O-])[O-].C(C)C([N+](CC)(CC)CC)CC(F)(F)F.C(C)C(CC(F)(F)F)[N+](CC)(CC)CC.C(C)C(CC(F)(F)F)[N+](CC)(CC)CC ethyl-(2,2,2-trifluoroethyl)triethylmethylammonium phosphate